N1(N=CN=C1)C(=O)N1[C@@H](CCC1)CN1N=C(C=2C1=NC=NC2N)C2=CC=C(CNC(C1=C(C=CC(=C1)F)OC)=O)C=C2 (S)-N-(4-(1-((1-(1H-1,2,4-triazole-1-carbonyl)pyrrolidin-2-yl)methyl)-4-amino-1H-pyrazolo[3,4-d]pyrimidin-3-yl)benzyl)-5-fluoro-2-methoxybenzamide